1-Phenyl-2-(1H-pyrazol-1-yl)ethan-1-one C1(=CC=CC=C1)C(CN1N=CC=C1)=O